tert-butyl (2-methyl-5-((trimethylsilyl)ethynyl)phenyl)carbamate CC1=C(C=C(C=C1)C#C[Si](C)(C)C)NC(OC(C)(C)C)=O